C(#N)CC(=O)N1C[C@@H]([C@@H](CC1)C)N(C=1C2=C(N=CN1)N(C=C2)C(=O)NNCC)C 4-(((3R,4R)-1-(2-cyanoacetyl)-4-methylpiperidin-3-yl)(methyl)amino)-N'-ethyl-7H-pyrrolo[2,3-d]pyrimidine-7-carbohydrazide